2-[[1-(4-chloro-6-oxo-1H-pyridazin-5-yl)cyclopropanecarbonyl]amino]-4-[[3-fluoro-2-methoxy-propyl]-[4-(5,6,7,8-tetrahydro-1,8-naphthyridin-2-yl)butyl]amino]butanoic acid ClC=1C=NNC(C1C1(CC1)C(=O)NC(C(=O)O)CCN(CCCCC1=NC=2NCCCC2C=C1)CC(CF)OC)=O